C(C)(C)(C)OC(=O)N1CCC2(CNC2C2=C(C=C(C(=C2)OC)[N+](=O)[O-])CC)CC1 (5-methoxy-2-ethyl-4-nitrophenyl)-2,7-diazaspiro[3.5]nonane-7-carboxylic acid tert-butyl ester